1-[(1S)-1-(6-chloro-3-methoxy-pyridazin-4-yl)ethyl]-3-fluoro-pyrazol-4-amine ClC1=CC(=C(N=N1)OC)[C@H](C)N1N=C(C(=C1)N)F